(R)-1-{6-[(R)-1-(4-fluoro-phenyl)-2-methyl-propylcarbamoyl]-3,4-dihydro-1H-pyrrolo[2,1-c][1,4]oxazine-8-carbonyl}-pyrrolidine-2-carboxylic acid methyl ester COC(=O)[C@@H]1N(CCC1)C(=O)C=1C=C(N2C1COCC2)C(N[C@H](C(C)C)C2=CC=C(C=C2)F)=O